N1-(2-(1H-1,2,4-triazol-1-yl)ethyl)-N4-(cyclohexylmethyl)-2-(pyridin-4-yl)benzene-1,4-diamine N1(N=CN=C1)CCNC1=C(C=C(C=C1)NCC1CCCCC1)C1=CC=NC=C1